(S)-3-(4-(2-cycloheptyl-2-(1-cyclopropyl-1H-pyrazole-5-carboxamido)acetamido)phenyl)-2,4-dimethylpyridine 1-oxide C1(CCCCCC1)[C@@H](C(=O)NC1=CC=C(C=C1)C=1C(=[N+](C=CC1C)[O-])C)NC(=O)C1=CC=NN1C1CC1